5-chloro-2-(difluoromethoxy)-3-(5-(6-fluoro-2,3-dihydrobenzo[b][1,4]dioxin-5-yl)-4-methyl-4H-1,2,4-triazol-3-yl)pyridine ClC=1C=C(C(=NC1)OC(F)F)C1=NN=C(N1C)C1=C(C=CC=2OCCOC21)F